2-(1-(4-propenoyl-1-piperazinyl)-4-benzyl-7-chloro-6-phthalazinyl)-3-fluorophenol C(C=C)(=O)N1CCN(CC1)C1=NN=C(C2=CC(=C(C=C12)Cl)C1=C(C=CC=C1F)O)CC1=CC=CC=C1